4-({[5-(3-Chloro-4-methoxyphenyl)-1,3-oxazol-2-yl]methyl}sulfanyl)-6-methyl-1,3,5-triazin-2-amin ClC=1C=C(C=CC1OC)C1=CN=C(O1)CSC1=NC(=NC(=N1)C)N